4-((1R,5S)-3,8-Diazabicyclo[3.2.1]octan-3-yl)-7-(7,8-difluoro-3-hydroxynaphthalen-1-yl)-2-(((S)-1-methylpyrrolidin-2-yl)methoxy)pyrimido[4,5-d]pyridazin-8(7H)-one [C@H]12CN(C[C@H](CC1)N2)C2=NC(=NC=1C(N(N=CC12)C1=CC(=CC2=CC=C(C(=C12)F)F)O)=O)OC[C@H]1N(CCC1)C